6-Fluoro-3-(morpholin-4-ylcarbonyl)-1-[4-(morpholin-4-ylmethyl)phenyl]-1,4-dihydrothiochromeno[4,3-c]pyrazole 5,5-dioxide FC1=CC=CC2=C1S(CC1=C2N(N=C1C(=O)N1CCOCC1)C1=CC=C(C=C1)CN1CCOCC1)(=O)=O